N1(CCCC1)CCCOC1=CC=C(C=C1)C=1N(C2=CC=CC=C2C(C1)=O)C 2-(4-(3-(pyrrolidin-1-yl)propoxy)phenyl)-1-methylquinolin-4(1H)-one